3-((3-chloro-2-methyl-5-nitrophenoxy)methyl)pyrrolidine-1-carboxylic acid tert-butyl ester C(C)(C)(C)OC(=O)N1CC(CC1)COC1=C(C(=CC(=C1)[N+](=O)[O-])Cl)C